S(=O)(=O)(O)C1=C(C(=O)C2=CC=CC=C2)C=CC=C1.[Na] sodium sulfobenzophenone